N-(2-fluoro-4-(hydrazinecarbonyl)benzyl)-2-(4-(methylsulfonyl)piperazin-1-yl)ethane-1-sulfonamide FC1=C(CNS(=O)(=O)CCN2CCN(CC2)S(=O)(=O)C)C=CC(=C1)C(=O)NN